C(C=1C(C(=O)O)=CC=CC1)(=O)N[C@@H](CCC(=O)O)C(=O)O N-Phthaloyl-Glutamic Acid